3-(4-((1R,5S)-3,8-diazabicyclo[3.2.1]octan-3-yl)-8-fluoro-2-(((S)-1-methylpyrrolidin-2-yl)methoxy)quinazolin-7-yl)-1H-indole-5-carbonitrile [C@H]12CN(C[C@H](CC1)N2)C2=NC(=NC1=C(C(=CC=C21)C2=CNC1=CC=C(C=C21)C#N)F)OC[C@H]2N(CCC2)C